CON(C(=O)[C@@H]1CN(CC1)C(=O)OC(C)(C)C)C tertbutyl (3S)-3-[methoxy(methyl)carbamoyl]pyrrolidine-1-carboxylate